[1-(Azetidin-2-ylmethyl)-6-(5-methoxy-1H-pyrazol-4-yl)indol-3-yl]-(6-chlorochroman-3-yl)methanone N1C(CC1)CN1C=C(C2=CC=C(C=C12)C=1C=NNC1OC)C(=O)C1COC2=CC=C(C=C2C1)Cl